O=C1CC(=NC=C1)C(=O)OCC Ethyl 4-oxopyridine-2-carboxylate